C([C@@H](C(=O)O)N)O L-2-amino-3-hydroxypropionic acid